C[C@H]1O[C@H](CC(C1)OC(C1=CC=C(C=C1)[N+](=O)[O-])=O)C 4-Nitrobenzoic acid [(2R,6S)-2,6-dimethyltetrahydropyran-4-yl] ester